(Z)-4-((2,3-dimethyl-1H-indol-7-yl)sulfonyl)-3-fluorobut-2-en-1-amine hydrochloride Cl.CC=1NC2=C(C=CC=C2C1C)S(=O)(=O)C/C(=C/CN)/F